N1(N=CN=C1)C(C(=O)N)C 1H-1,2,4-triazol-1-ylpropanamide